C(C)C1CCC(CC1)NC(C1=NC=CC(=C1)N1C=NC=C1)=O N-(4-ethylcyclohexyl)-4-(1H-imidazol-1-yl)picolinamide